BrCC(=O)C1=C(C=C(C=N1)C(C#N)(C)C)S(=O)(=O)CC 2-[6-(2-bromoacetyl)-5-ethylsulfonyl-3-pyridyl]-2-methyl-propanenitrile